CC1=CC=C(C(=C1)O)O 5-methylbenzene-1,2-diol